COC(C1=C(C=CC(=C1)NC(=O)C1(CC1)C1=CC(=C(C=C1)F)Cl)C=1C=NN(C1)C1CCC1)=O.N1(CC1)C(=O)CCC(=O)N1CC1 1,2-di(1-aziridinylcarbonyl)ethane Methyl-5-({[1-(3-chloro-4-fluorophenyl)cyclopropyl]carbonyl}amino)-2-(1-cyclobutyl-1H-pyrazol-4-yl)benzoate